ClC=1C=C(C=CC1C#N)C1=NN(C=C1)C[C@H](C)NC(=O)C=1N=C(N(C1)C(C)C)C (S)-N-{1-[3-(3-Chloro-4-cyanophenyl)-1H-pyrazol-1-yl]propan-2-yl}-1-isopropyl-2-methyl-1H-imidazole-4-carboxamide